2,3-bis[(3-ethyloxetan-3-yl)methoxymethyl]norbornane C(C)C1(COC1)COCC1C2CCC(C1COCC1(COC1)CC)C2